ClC1=NC=2N(C(=C1)NC(C)C=1N=C3N(C=CC=C3)C1)N=CC2C(C)C 5-chloro-N-(1-(imidazo[1,2-a]pyridin-2-yl)ethyl)-3-isopropylpyrazolo[1,5-a]pyrimidin-7-amine